N=1C=C(N2C1C=CC=C2)CNC2=CC=C(C=N2)C(=O)N2C[C@H](CC2)N2C(OCC2)=O 3-[(3S)-1-{6-[({Imidazo[1,2-a]pyridin-3-yl}methyl)amino]pyridine-3-carbonyl}pyrrolidin-3-yl]-1,3-oxazolidin-2-one